CC1=C(C=NC(=C1)C)NC=1C=C2CN(C(C2=CC1)=O)C 5-((4,6-Dimethylpyridin-3-yl)amino)-2-methylisoindolin-1-one